[Br-].C(=O)(OCC)C=1NC=CN1 carbethoxyimidazole bromide salt